3-(((ethylamino)methylene)amino)-N,N-dimethylpropane-1-amine hydrochloride Cl.C(C)NC=NCCCN(C)C